4-(((4-oxo-2-phenyl-4H-benzopyran-3-yl)oxy)methyl)benzoic acid O=C1C(=C(OC2=C1C=CC=C2)C2=CC=CC=C2)OCC2=CC=C(C(=O)O)C=C2